COC(=O)C1=C(C=NC=C1)NC[C@@H]1N(CC2=CC(=CC=C12)C1=C(C=CC=C1)C)C(=O)OC(C)(C)C tert-butyl (R)-1-(((4-(methoxycarbonyl)pyridin-3-yl)amino)methyl)-5-(o-tolyl)isoindoline-2-carboxylate